tetramercaptoethylenediamine SN(CCN(S)S)S